tridecafluorooctyl-trihydroxysilane FC(C(C(C(C(F)(F)[Si](O)(O)O)(F)F)(F)F)(F)F)(CCC(F)(F)F)F